bis(3,5-dimethylphenyl)isobutylphosphine bromide [Br-].CC=1C=C(C=C(C1)C)P(CC(C)C)C1=CC(=CC(=C1)C)C